3-((2-((S)-1-amino-2,2-dicyclopropylethyl)-4-fluoro-1H-benzo[d]imidazol-5-yl)methyl)pyrrolidin-2-one N[C@@H](C(C1CC1)C1CC1)C1=NC2=C(N1)C=CC(=C2F)CC2C(NCC2)=O